NC1=C(C(=C(C=C1)C1=CC(=CC=C1)O)N)O Diamino-3,3'-dihydroxybiphenyl